Cl.FC1(CN(C1)C(=O)C=1C(=NC=CC1C)C1=C2C(=NC=C1)C=C(S2)CN2C(C1C(C1C2=O)(C)C)=O)F 3-((7-(3-(3,3-difluoroazetidine-1-carbonyl)-4-methylpyridin-2-yl)thieno[3,2-b]pyridin-2-yl)methyl)-6,6-dimethyl-3-azabicyclo[3.1.0]hexane-2,4-dione hydrochloride